1-Propyl-8-{4-[3-(3-trifluoromethyl-phenyl)-prop-2-ynyloxy]-phenyl}-1,7-dihydro-purin-6-one C(CC)N1C=NC=2N=C(NC2C1=O)C1=CC=C(C=C1)OCC#CC1=CC(=CC=C1)C(F)(F)F